FC1=CC(=C2C=CN(C2=C1)C)N1C(C2=CC(=C(C=C2C(=C1)C(=O)N1CCCCC1)OC([2H])([2H])[2H])OC([2H])([2H])[2H])=O 2-(6-fluoro-1-methyl-1H-indol-4-yl)-6,7-bis(methoxy-d3)-4-(piperidine-1-carbonyl)isoquinolin-1(2H)-one